tert-butyl (1S,4S)-5-(7-bromo-2-(ethylthio)-8-fluoro-6-iodoquinazolin-4-yl)-2,5-diazabicyclo[2.2.1]heptane-2-carboxylate BrC1=C(C=C2C(=NC(=NC2=C1F)SCC)N1[C@@H]2CN([C@H](C1)C2)C(=O)OC(C)(C)C)I